C(C)(=O)N1C(/C(/NC(C1)=O)=C/C=1N=CNC1C1CC1)=O (Z)-1-acetyl-3-((5-cyclopropyl-1H-imidazol-4-yl)methylene)piperazine-2,5-dione